NC=1C=C(C=CC1)[S@@](=O)(C)=NC(OC(C)(C)C)=O tert-butyl (S)-((3-aminophenyl)(methyl)(oxo)-λ6-sulfaneylidene)carbamate